[Te].[La] lanthanum tellurium